O[C@H]1CC[C@@]2([C@H]3CC[C@@]4([C@H](CC[C@H]4[C@@H]3CC=C2C1)[C@@H](CCC(=O)N(OC1CCCC1)C)C)C)C (R)-4-((3S,8S,9S,10R,13R,14S,17R)-3-hydroxy-10,13-dimethyl-2,3,4,7,8,9,10,11,12,13,14,15,16,17-tetradecahydro-1H-cyclopenta[a]phenanthren-17-yl)-N-(methyl)-N-cyclopentoxypentanamide